N1CC(C1)C=1C=NC=CC1OCCOC1=CC=C(C=C1)C1C(NC(CC1)=O)=O 3-(4-(2-((3-(azetidin-3-yl)pyridin-4-yl)oxy)ethoxy)phenyl)piperidine-2,6-dione